(S)-N-((R)-1-(6-chloropyridin-3-yl)-3-oxopropyl)-4,7-difluoro-7-isopropyl-5,6,7,8-tetrahydroacridine-2-carboxamide ClC1=CC=C(C=N1)[C@@H](CC=O)NC(=O)C1=CC2=CC=3C[C@@](CCC3N=C2C(=C1)F)(C(C)C)F